C(=O)(O)CC=1C=C(CN2CC(C2)OC=2C=CC(=C(C2)CC(=O)O)NS(=O)(=O)C=2C=NN(C2)C2=CC=C(C=C2)Cl)C=CC1NS(=O)(=O)C=1C=NN(C1)C1=CC=C(C=C1)Cl 2-(5-((1-(3-(carboxymethyl)-4-(1-(4-chlorophenyl)-1H-pyrazole-4-sulfonamido)benzyl)azetidin-3-yl)oxy)-2-(1-(4-chloro-phenyl)-1H-pyrazole-4-sulfonamido)phenyl)acetic acid